tert-butyl 3-ethyl-2-methyl-3,4-dihydro-2H-quinoxaline-1-carboxylate C(C)C1C(N(C2=CC=CC=C2N1)C(=O)OC(C)(C)C)C